1-((2R,3S,4R,5S)-3-fluoro-4-hydroxy-5-(iodomethyl)tetrahydrofuran-2-yl)-5-methylpyrimidine-2,4(1H,3H)-dione F[C@@H]1[C@@H](O[C@@H]([C@H]1O)CI)N1C(NC(C(=C1)C)=O)=O